ClC1=C(C=CC=C1F)C1OC[C@H]([C@H](O1)[C@@H](C[Se@+]1[C@@H]([C@H]([C@@H](C1)O)O)CO)O)O (1S,2R,3S,4S)-1-((2S)-2-((4S,5R)-2-(2-chloro-3-fluorophenyl)-5-hydroxy-1,3-dioxan-4-yl)-2-hydroxyethyl)-3,4-dihydroxy-2-(hydroxymethyl)tetrahydro-1H-selenophen-1-ium